NC1=NC=2C=CC(=CC2C2=C1C(OC2)C)C(=O)N(CC2CCC(CC2)O)CC2=NC=C(C=C2)C#N 4-amino-N-((5-cyanopyridin-2-yl)methyl)-N-(((1r,4r)-4-hydroxycyclohexyl)methyl)-3-methyl-1,3-dihydrofuro[3,4-c]quinoline-8-carboxamide